NC=1C=CC(=C2CN(C(C12)=O)CC1(OC1)C1=CC=CC=C1)C1=CC=C2C=NN(C2=C1)C 7-amino-4-(1-methyl-1H-indazol-6-yl)-2-[(2-phenyloxiran-2-yl)methyl]-2,3-dihydro-1H-isoindol-1-one